3-(3-Hydroxyphenyl)piperidine-2,6-dione OC=1C=C(C=CC1)C1C(NC(CC1)=O)=O